(3-(4-(benzylamino)piperidin-1-yl)propoxy)-7-(6-fluoropyridin-3-yl)-2H-chromen-2-one C(C1=CC=CC=C1)NC1CCN(CC1)CCCOC=1C(OC2=CC(=CC=C2C1)C=1C=NC(=CC1)F)=O